C(=O)(OCC1C2=CC=CC=C2C2=CC=CC=C12)NC(C=O)C (FMOC-amino)-1-propanal